Ethyl 6-tert-butyl-9-[2-(dimethylamino)thiazol-5-yl]-10-methoxy-2-oxo-6,7-dihydro-2H-pyrido[2,1-a]isoquinoline-3-carboxylate C(C)(C)(C)C1N2C(C3=CC(=C(C=C3C1)C1=CN=C(S1)N(C)C)OC)=CC(C(=C2)C(=O)OCC)=O